C(#N)C=1C=CC(=NC1)N(CCC1OCC2(CN(C2)C(=O)OC(C)(C)C)CO1)CC=1C=CC2=C(CCO2)C1 tert-butyl 7-(2-((5-cyanopyridin-2-yl)((2,3-dihydrobenzofuran-5-yl)methyl)amino)ethyl)-6,8-dioxa-2-azaspiro[3.5]nonane-2-carboxylate